COC1=CC=C(CN2C(C(CC2)(C(=O)OCC)C=C)=O)C=C1 ethyl 1-(4-methoxybenzyl)-2-oxo-3-vinylpyrrolidine-3-carboxylate